(2-fluoro-6-(trifluoromethyl)benzyl)-5-(1H-imidazol-1-yl)-1H-indole-7-carboxamide FC1=C(CN2C=CC3=CC(=CC(=C23)C(=O)N)N2C=NC=C2)C(=CC=C1)C(F)(F)F